2-(4-((1-acetyl-3-oxoindolin-2-ylidene)methyl)-3-methoxyphenoxy)-acetamide C(C)(=O)N1C(C(C2=CC=CC=C12)=O)=CC1=C(C=C(OCC(=O)N)C=C1)OC